ClC=1C=C(C=CC1F)NC(=O)C1N(S(NC(C1)C1=CN=C(S1)C)(=O)=O)C N-(3-chloro-4-fluorophenyl)-2-methyl-5-(2-methylthiazol-5-yl)-1,2,6-thiadiazinane-3-carboxamide 1,1-dioxide